N[C@H](C(=O)OCC1=CC=CC=C1)CC(C)C benzyl (S)-2-amino-4-methylpentanoate